(Z)-4-((trans-3-aminocyclohexyl)amino)-N'-(2-chloro-4-hydroxyphenyl)-6-(6-methoxypyridin-3-yl)pyrrolo[1,2-b]pyridazine-3-carboximidamide N[C@@H]1C[C@H](CCC1)NC=1C=2N(N=CC1/C(/N)=N/C1=C(C=C(C=C1)O)Cl)C=C(C2)C=2C=NC(=CC2)OC